(E)-benzothiopyran-4-one S1C=CC(C2=C1C=CC=C2)=O